(3R)-N-(7-methoxy-6-{[2-(pyrrolidin-1-yl)ethoxy]methyl}-1H,2H,3H-cyclopenta[b]quinolin-9-yl)azepan-3-amine COC1=CC=2C(=C3C(=NC2C=C1COCCN1CCCC1)CCC3)N[C@H]3CNCCCC3